C=1(C(=CC=CC1)B1OC(C)(C)C(C)(C)O1)C1=CC=CC=C1 p-biphenylboronic acid pinacol ester